3-(2-(3-bromo-1H-pyrazol-1-yl)ethyl)-1H-1,2,4-triazole BrC1=NN(C=C1)CCC1=NNC=N1